ClC=1C=C2C(C(COC2=CC1)CON1C(C2=CC=CC=C2C1=O)=O)=O 2-((6-chloro-4-oxochroman-3-yl)methoxy)isoindoline-1,3-dione